ClC=1C=CC(=C(N(CC2=CC=C(C=C2)OC)CC2=CC=C(C=C2)OC)C1)F 5-chloro-2-fluoro-N,N-bis(4-methoxybenzyl)aniline